COCC1=CC=CC=C1C(=O)N 6-(methoxymethyl)benzamide